5-(4-Chlorophenyl)-4-(2-methylpyridin-4-yl)-1H-imidazol-2-amine ClC1=CC=C(C=C1)C1=C(N=C(N1)N)C1=CC(=NC=C1)C